N1CCC2(CC1)CC1=CC=CC=C1C2 1,3-dihydrospiro[indene-2,4'-piperidine]